methyl 3-((3,5-difluorobenzyl) (3-ethoxy-3-oxopropyl) amino)-2,2-difluoropropanoate FC=1C=C(CN(CC(C(=O)OC)(F)F)CCC(=O)OCC)C=C(C1)F